6-bromo-7-(difluoromethoxy)-2-(1-methyl-2-oxabicyclo[2.1.1]hex-4-yl)imidazo[1,2-a]pyridine BrC=1C(=CC=2N(C1)C=C(N2)C21COC(C2)(C1)C)OC(F)F